3-[3-(2-carboxy-2-methylpropyl)phenyl]-2,2-dimethylpropanoic acid C(=O)(O)C(CC=1C=C(C=CC1)CC(C(=O)O)(C)C)(C)C